C(C)S(=O)(=O)C=1C(=NC=C(C1)C(F)(F)F)C=1OC2=C(N1)C=C(C=C2)S(=O)(=O)C(F)(F)F 2-(3-ethylsulfonyl-5-trifluoromethylpyridin-2-yl)-5-(trifluoromethylsulfonyl)benzoxazole